2,6-dimethyl-9,10-bis(2-carboxycyclohexyl)carbonyloxyanthracene CC1=CC2=C(C3=CC=C(C=C3C(=C2C=C1)OC(=O)C1C(CCCC1)C(=O)O)C)OC(=O)C1C(CCCC1)C(=O)O